Isodecyl Oleate (3,7-dimethyloctan-3-yl oleate) CC(CC)(CCCC(C)C)C(C(=O)O)CCCCCC\C=C/CCCCCCCC.C(CCCCCCC\C=C/CCCCCCCC)(=O)OCCCCCCCC(C)C